FC(COC=1C=2N(C=CN1)C=NC2)(C(F)F)F 8-(2,2,3,3-tetrafluoropropoxy)imidazo[1,5-a]pyrazine